CN1N=C2C(=CC(=CC2=C1)C=1C=C2C=CC(=NC2=CC1)C=1CCN(CC1)C(=O)OC(C)(C)C)C tert-Butyl 4-[6-(2,7-dimethylindazol-5-yl)-2-quinolyl]-3,6-dihydro-2H-pyridine-1-carboxylate